Ethyl (R)-2-(((3-butyl-2-(4-methoxybenzyl)-7-(methylthio)-1,1-dioxido-5-phenyl-2,3,4,5-tetrahydro-1,2,5-benzothiadiazepin-8-yl)methyl)thio)acetate C(CCC)[C@H]1N(S(C2=C(N(C1)C1=CC=CC=C1)C=C(C(=C2)CSCC(=O)OCC)SC)(=O)=O)CC2=CC=C(C=C2)OC